isopropyl 2-((4-(4-cyclopropylpiperazin-1-yl)-2-methoxy-5-nitrophenyl)amino)-4-(3,3-dimethyl-5-(prop-1-yn-1-yl)-2,3-dihydro-1H-pyrrolo[3,2-b]pyridin-1-yl)pyrimidine-5-carboxylate C1(CC1)N1CCN(CC1)C1=CC(=C(C=C1[N+](=O)[O-])NC1=NC=C(C(=N1)N1CC(C2=NC(=CC=C21)C#CC)(C)C)C(=O)OC(C)C)OC